ClC1=CC=C(C=C1)C1=C(N=NC(=C1C1=C(C=CC=C1F)F)C)C 4-(4-Chlorophenyl)-5-(2,6-difluorophenyl)-3,6-dimethyl-pyridazin